8-(2,6-difluorophenyl)-9-(4-((1-(3-fluoropropyl)azetidin-3-yl)methyl)phenyl)-6,7-dihydro-5H-benzo[7]annulene-3-carboxylic acid FC1=C(C(=CC=C1)F)C=1CCCC2=C(C1C1=CC=C(C=C1)CC1CN(C1)CCCF)C=CC(=C2)C(=O)O